((1s,2s)-2-fluorocyclopropyl)methanone ethyl-2-[1-(3-bromophenyl)-3-oxo-cyclobutyl]acetate C(C)OC(CC1(CC(C1)=O)C1=CC(=CC=C1)Br)=O.F[C@@H]1[C@@H](C1)C=O